N-[4-(5-methyl-4-oxo-3-phenyl-4,5,6,7-tetrahydro-1H-pyrrolo[3,2-c]pyridin-2-yl)pyridin-2-yl]-2-(pyridin-4-yl)propanamide CN1C(C2=C(CC1)NC(=C2C2=CC=CC=C2)C2=CC(=NC=C2)NC(C(C)C2=CC=NC=C2)=O)=O